NCC(CN(C(O)=O)CCCCNCC(CN)(C)C)(C)C (3-amino-2,2-dimethylpropyl)(4-((3-amino-2,2-dimethylpropyl)amino)butyl)carbamic acid